C(C)(=O)NC=1N=C2N(N=C(C=C2)C=2C=C(C(=NC2C)C)C(=O)NC([2H])C2=CC(=CC=C2)C(F)(F)F)C1 5-{2-acetamidoimidazo[1,2-b]pyridazin-6-yl}-2,6-dimethyl-N-{[3-(trifluoro-methyl)phenyl](deutero)methyl}pyridine-3-carboxamide